ClC=1C=C2C(=C3C1NC(NC31CCCCC1)=O)OC(=N2)CN2CCN(CC2)CC(F)(F)F 5-chloro-2-{[4-(2,2,2-trifluoroethyl)piperazin-1-yl]methyl}-7,8-dihydro-6H-spiro[[1,3]oxazolo[5,4-f]quinazoline-9,1'-cyclohexan]-7-one